5-hydroxy-piperidine-1-carboxylic acid tert-butyl ester C(C)(C)(C)OC(=O)N1CCCC(C1)O